(R)-benzyl 1-(fluoromethyl)-4-(4,4,5,5-tetramethyl-1,3,2-dioxaborolan-2-yl)cyclohex-3-enecarboxylate FC[C@]1(CC=C(CC1)B1OC(C(O1)(C)C)(C)C)C(=O)OCC1=CC=CC=C1